(R)-tert-Butyl (1-(2-(1-(cyclopropylmethyl)-6-methoxy-1H-indol-2-yl)-1-methyl-1H-benzo[d]imidazole-5-carbonyl)piperidin-3-yl)carbamate C1(CC1)CN1C(=CC2=CC=C(C=C12)OC)C1=NC2=C(N1C)C=CC(=C2)C(=O)N2C[C@@H](CCC2)NC(OC(C)(C)C)=O